COC1=CC2=C(C3=C(COC3=O)C=C2C=C1OC)C=1C=NC(=NC1)N[C@H](C(C)C)C(=O)[O-] (5-(6,7-dimethoxy-3-oxo-1,3-dihydronaphtho[2,3-c]furan-4-yl)pyrimidin-2-yl)-D-valinate